5-[4-[2-[4-[1-[4-(imidazo[1,5-a]pyridin-6-ylmethylcarbamoyl)-1-piperidyl]ethyl]-1-naphthyl]ethynyl]-1-piperidyl]pentanoic acid hydrochloride Cl.C=1N=CN2C1C=CC(=C2)CNC(=O)C2CCN(CC2)C(C)C2=CC=C(C1=CC=CC=C21)C#CC2CCN(CC2)CCCCC(=O)O